Scandium-cerium-ytterbium [Yb].[Ce].[Sc]